C(C)(C)(C)OC(=O)N1C(CC(CC1)C1=NN(C=C1)O)C.ClC=1C=C(C=C(C1NC(C)=O)Cl)C1=C(C(=CC=C1)C1=CC(=NO1)N1CCNCC1)O N-(3,5-dichloro-2'-hydroxy-3'-(3-(piperazin-1-yl)isoxazol-5-yl)-[1,1'-biphenyl]-4-yl)acetamide tert-butyl-4-(1-hydroxypyrazol-3-yl)-2-methyl-piperidine-1-carboxylate